ClC1=NC=C2C(=CN=C(C2=C1)C(C)C)N1CCC12CN(C2)C(=O)OC(C)(C)C tert-butyl 1-(7-chloro-1-isopropyl-2,6-naphthyridin-4-yl)-1,6-diazaspiro[3.3]heptane-6-carboxylate